3,5-dimethylbutyl-pyridine chloride [Cl-].CC(CCC1=NC=C(C=C1)C)C